2-mercapto-4-sulfo-6-chlorobenzoxazole SC=1OC2=C(N1)C(=CC(=C2)Cl)S(=O)(=O)O